3,3',4,4',5,5'-Hexahydroxy-trans-stilbene OC=1C=C(C=C(C1O)O)\C=C\C1=CC(=C(C(=C1)O)O)O